C(#N)CCNC(=O)C1=NN(C=2N(C([C@@H]([C@@H](C21)C2=CC=C(C=C2)F)NC(C2=CC(=CC=C2)C(F)(F)F)=O)=O)CC)C2=CC=CC=C2 |r| rac-(4R,5R)-N-(2-cyanoethyl)-7-ethyl-4-(4-fluorophenyl)-6-oxo-1-phenyl-5-(3-(trifluoromethyl)benzamido)-4,5,6,7-tetrahydro-1H-pyrazolo[3,4-b]pyridine-3-carboxamide